ClCC1=C(C=O)C=CC=N1 2-(CHLOROMETHYL)NICOTINALDEHYDE